FC1=CC=CC2=C1N=C(S2)[C@H]2N(CCC1=C2N=CN1)C(=O)C1=C(N=C(O1)C(C)(C)OC)C (S)-(4-(4-fluorobenzo[d]thiazol-2-yl)-6,7-dihydro-1H-imidazo[4,5-c]pyridin-5(4H)-yl)(2-(2-methoxypropan-2-yl)-4-methyloxazol-5-yl)methanone